OC1=CC(=CC(=C1C1=C(C=CC(=C1)C)C(=C)C)OCCC(C(=O)O)(C)C)C(C)(CCCCCC)C.O1CC(C1)C([2H])[2H] oxetan-3-ylmethane-d2 ((6-hydroxy-5'-methyl-4-(2-methyloctan-2-yl)-2'-(prop-1-en-2-yl)-[1,1'-biphenyl]-2-yl)oxy)methyl-pivalate